S(=O)(=O)(OCC(CCCCCCCC)CC)[O-] 2-ethyl-1-decyl sulfate